methyl 4-(((cyclohexylmethyl)amino)methyl)-7,7-dimethyl-6,7-dihydro-5H-cyclopenta[b]pyridine-2-carboxylate C1(CCCCC1)CNCC1=C2C(=NC(=C1)C(=O)OC)C(CC2)(C)C